2-(2-chlorotetrafluoroethyltetrafluoro-λ6-sulfanyl)fluorobenzene ClC(C(F)(F)S(C1=C(C=CC=C1)F)(F)(F)(F)F)(F)F